ClC=1C=C(C(=O)NC2=CC=C(C=C2)S(NC2=C(C=CC=C2)Cl)(=O)=O)C=CC1Cl 3,4-dichloro-N-(4-(N-(2-chlorophenyl)sulfamoyl)phenyl)benzamide